adamantanetrimethanol C12(C(C3CC(CC(C1)C3)C2)(CO)CO)CO